ClC=1C=C(C(=O)NC)C=CC1N1CCN(CC1)C(CCC1=NC2=CC=CC=C2C(N1)=O)=O 3-chloro-N-methyl-4-[4-[3-(4-oxo-3H-quinazolin-2-yl)propionyl]piperazin-1-yl]benzamide